hexadecyl-phenol sodium [Na].C(CCCCCCCCCCCCCCC)C1=C(C=CC=C1)O